Methyl 1-(furan-2-ylmethyl)-2-(((4-methoxy-3,5-dimethylpyridin-2-yl)methyl)amino)-1H-benzo[d]imidazole-5-carboxylate O1C(=CC=C1)CN1C(=NC2=C1C=CC(=C2)C(=O)OC)NCC2=NC=C(C(=C2C)OC)C